2-((S)-2,2-bis((9Z,12Z)-octadeca-9,12-dien-1-yl)-1,3-dioxolan-4-yl)ethan-1-ol C(CCCCCCC\C=C/C\C=C/CCCCC)C1(OC[C@@H](O1)CCO)CCCCCCCC\C=C/C\C=C/CCCCC